tert-butyl 3-(7-bromo-2-((2,2-difluoro-1-(hydroxymethyl)cyclopropyl)methoxy)-6,8-difluoro-5-methoxyquinazolin-4-yl)-3,8-diazabicyclo[3.2.1]octane-8-carboxylate BrC1=C(C(=C2C(=NC(=NC2=C1F)OCC1(C(C1)(F)F)CO)N1CC2CCC(C1)N2C(=O)OC(C)(C)C)OC)F